(((S)-1-((S)-2-(cyclohexylmethyl)-4-hydroxybutyryl)-4-hydroxy-3,3-dimethylpiperidin-4-yl)methyl)-N,N-dimethyl-6-oxo-4-phenyl-1,6-dihydropyridine-3-carboxamide C1(CCCCC1)C[C@H](C(=O)N1CC([C@](CC1)(O)CN1C=C(C(=CC1=O)C1=CC=CC=C1)C(=O)N(C)C)(C)C)CCO